(4-(4-((6-(trifluoromethyl)pyridin-3-yl)oxy)pyrimidin-5-yl)piperidin-1-yl)prop-2-en-1-one FC(C1=CC=C(C=N1)OC1=NC=NC=C1C1CCN(CC1)C(C=C)=O)(F)F